5-(chloromethyl)pyridinecarbonitrile hydrochloride Cl.ClCC=1C=CC(=NC1)C#N